tert-butyl 2-{[4-(1-methanesulfonylethyl) phenyl] amino}-5H,6H,7H,8H-pyrido[3,4-d]pyrimidine-7-carboxylate CS(=O)(=O)C(C)C1=CC=C(C=C1)NC=1N=CC2=C(N1)CN(CC2)C(=O)OC(C)(C)C